ClC1=C2C(=NC(=C1)C(=O)OC)C=CN2COCC[Si](C)(C)C methyl 7-chloro-1-((2-(trimethylsilyl)ethoxy)methyl)-1H-pyrrolo[3,2-b]pyridine-5-carboxylate